[Si](C1=CC=CC=C1)(C1=CC=CC=C1)(C(C)(C)C)OC(C)C=1SC=CN1 2-(1-(tert-butyldiphenylsilyloxy)ethyl)thiazole